quinoline, formate salt C(=O)O.N1=CC=CC2=CC=CC=C12